2-((5-(5-(difluoromethyl)-1,3,4-oxadiazole-2-yl)pyridine-2-yl)methyl)-7-(furan-2-yl)-4,4-dimethylisoquinoline-1,3(2H,4H)-dione FC(C1=NN=C(O1)C=1C=CC(=NC1)CN1C(C2=CC(=CC=C2C(C1=O)(C)C)C=1OC=CC1)=O)F